4-(4-(dimethylamino)pyridin-2-yloxy)benzonitrile CN(C1=CC(=NC=C1)OC1=CC=C(C#N)C=C1)C